8-(1-Bromo-2-naphthyl)methylthioguanosine BrC1=C(C=CC2=CC=CC=C12)CC=1N([C@H]2[C@H](S)[C@H](O)[C@@H](CO)O2)C=2N=C(NC(C2N1)=O)N